FC1=C(C=C(C=C1C)C1=C(C=CC=C1C)C)[C@H](CC(=O)O)NC([C@H](CC(C)C)N1N=C(C=C(C1=O)C)CCN1CC(C1)CF)=O (S)-3-(4-fluoro-2',5,6'-trimethyl-[1,1'-biphenyl]-3-yl)-3-((S)-2-(3-(2-(3-(fluoromethyl)azetidin-1-yl)ethyl)-5-methyl-6-oxopyridazin-1(6H)-yl)-4-methylpentanamido)propionic acid